(R)-N-(2'-(4,4-difluorocyclohexyl)-[2,4'-bipyridin]-3'-yl)-2-(3-methylmorpholino)pyrimidine-5-carboxamide FC1(CCC(CC1)C1=NC=CC(=C1NC(=O)C=1C=NC(=NC1)N1[C@@H](COCC1)C)C1=NC=CC=C1)F